(6-((2-((4-((3-oxo-8-azabicyclo[3.2.1]oct-8-yl)methyl)-2-methoxy-5-(1-methyl-1H-pyrazol-4-yl)phenyl)amino)-5-bromopyrimidin-4-yl)amino)quinoxalin-5-yl)dimethylphosphine oxide O=C1CC2CCC(C1)N2CC2=CC(=C(C=C2C=2C=NN(C2)C)NC2=NC=C(C(=N2)NC=2C(=C1N=CC=NC1=CC2)P(C)(C)=O)Br)OC